N1C=C(C2=CC=CC=C12)C1=NC(=NC=C1C(F)(F)F)N[C@@H]1CNCCCC1 (S)-N-(4-(1H-indol-3-yl)-5-(trifluoromethyl)pyrimidin-2-yl)azepan-3-amine